tert-butyl N-(3-bromobenzenesulfonyl)carbamate BrC=1C=C(C=CC1)S(=O)(=O)NC(OC(C)(C)C)=O